BrC=1C=C(C=CC1)C1(OCC1)C=O (3-bromophenyl)oxetane-2-carbaldehyde